ClC1=CC=C(N=N1)C(=O)NC1CCC(CC1)OC1=CC(=C(C=C1)C#N)OC(F)(F)F 6-chloro-N-[4-[4-cyano-3-(trifluoromethoxy)phenoxy]cyclohexyl]pyridazine-3-carboxamide